C(#N)C1=CC=C2C(=N1)NC=C2C2=NC(=NC=C2CC)N[C@@H]2CN(CCC2)C(=O)OC(C)(C)C tert-butyl (S)-3-((4-(6-cyano-1H-pyrrolo[2,3-b]pyridin-3-yl)-5-ethylpyrimidin-2-yl)amino)piperidine-1-carboxylate